2-amino-1-(5,6-dihydroimidazo[1,5-a]pyrazin-7(8H)-yl)ethan-1-one trifluoroacetic acid salt FC(C(=O)O)(F)F.NCC(=O)N1CC=2N(CC1)C=NC2